4-[2-(cyclopropylmethoxy)-5-(pyrrolidin-1-ylsulfonyl)phenyl]-6-methyl-1,6-dihydro-7H-pyrrolo[2,3-c]pyridin-7-one C1(CC1)COC1=C(C=C(C=C1)S(=O)(=O)N1CCCC1)C=1C2=C(C(N(C1)C)=O)NC=C2